C(=O)(O)C1=CC=C(C=C1)C=1C2=CC=C(N2)C(=C2C=CC(C(=C3C=CC(=C(C=4C=CC1N4)C4=CC=C(C=C4)C(=O)O)N3)C3=CC=C(C=C3)C(=O)O)=N2)C2=CC=C(C=C2)C(=O)O.[Ni] nickel 5,10,15,20-tetrakis(4-carboxyphenyl)porphyrin